B(OC=CC1=CC=CC=C1)[O-] styrenyl boronate